C1(=CC=C(C=2C(=CC=C(C12)C(=O)O)C(=O)O)C(=O)O)C(=O)O 1,4,5,8-naphthalene-tetracarboxylic acid